C(C1=CC=CC=C1)OC1=CC=C(C(=N1)C1=N[C@H](/C(/NC2=C1C(=C(C=C2)C(F)(F)F)Cl)=N/C2(CCCC2)O)C)F ((Z)-[(3S)-5-(6-benzyloxy-3-fluoro-2-pyridyl)-6-chloro-3-methyl-7-(trifluoromethyl)-1,3-dihydro-1,4-benzodiazepin-2-ylidene]amino)cyclopentanol